3-(4,5-dihydroxy-2,2,6-trimethylcyclohexyl)-1-methyl-2-propen-1-yl β-D-glucopyranoside O([C@H]1[C@H](O)[C@@H](O)[C@H](O)[C@H](O1)CO)C(C=CC1C(CC(C(C1C)O)O)(C)C)C